OCCOC1=CC=C(C=C1)CC(C)(C)O 1-[4-(2-hydroxyethoxy)-phenyl]-2-hydroxy-2-Methylpropane